6-methyl-4-oxopyridazine-3-carboxamide CC1=CC(C(N=N1)C(=O)N)=O